2-tertbutyl-4-methoxyphenol C(C)(C)(C)C1=C(C=CC(=C1)OC)O